tert-butyl 6-((6-cyano-8-cyclobutyl-7-oxo-7,8-dihydropyrido[2,3-d]pyrimidin-2-yl)amino)-3,4-dihydroisoquinoline-2(1H)-carboxylate C(#N)C1=CC2=C(N=C(N=C2)NC=2C=C3CCN(CC3=CC2)C(=O)OC(C)(C)C)N(C1=O)C1CCC1